Dinitroglycerol C(C(CO[N+](=O)[O-])O[N+](=O)[O-])O